O=C1NC(CCC1N1C(C2=CC=CC(=C2C1=O)NCCOCCOCCNC(OC(C)(C)C)=O)=O)=O tert-butyl N-[2-[2-[2-[[2-(2,6-dioxo-3-piperidyl)-1,3-dioxo-isoindolin-4-yl] amino] ethoxy]ethoxy]ethyl]carbamate